3-bromo-4-nitrophenyldimethylcarbamate BrC=1C=C(C=CC1[N+](=O)[O-])CN(C([O-])=O)C